(R)-(3-(4-amino-(4-phenoxyphenyl)-1H-pyrazolo[3,4-d]pyrimidin-1-yl)piperidin-1-yl)-3,4-methylenedioxybenzophenone NC1=C2C(=NC=N1)N(N=C2C2=CC=C(C=C2)OC2=CC=CC=C2)[C@H]2CN(CCC2)C2=C(C(=O)C1=CC=CC=C1)C=CC1=C2OCO1